N-[7-(3,6-Dihydro-2H-pyran-4-yl)-4-methoxy-[1,3]thiazolo[4,5-c]pyridin-2-yl]-1H-pyrazol-4-carboxamid O1CCC(=CC1)C=1C2=C(C(=NC1)OC)N=C(S2)NC(=O)C=2C=NNC2